ClC1=CC=CC=2C=3N(C(=NC12)N[C@H]1C(NCCNC1)=O)N=C(N3)C=3C(=NN(C3)CC)C (6R)-6-{[7-chloro-2-(1-ethyl-3-methyl-1H-pyrazol-4-yl)[1,2,4]triazolo[1,5-c]quinazolin-5-yl]amino}-1,4-diazepan-5-one